(1-(7-(2-amino-7-fluorobenzo[d]thiazol-4-yl)-8-fluoro-2-(((2R,7aS)-2-fluorotetrahydro-1H-pyrrolizin-7a(5H)-yl)methoxy)-6-(trifluoromethyl)quinazolin-4-yl)azepan-4-yl)methanol NC=1SC2=C(N1)C(=CC=C2F)C2=C(C=C1C(=NC(=NC1=C2F)OC[C@]21CCCN1C[C@@H](C2)F)N2CCC(CCC2)CO)C(F)(F)F